Ethyl 1-methyl-2-(methylthio)-1H-imidazole-5-carboxylate CN1C(=NC=C1C(=O)OCC)SC